7-(oxetan-2-ylmethyl)-7H-imidazo[4,5-c]Pyridazine O1C(CC1)CN1C=NC2=C1N=NC=C2